1,2-Bis(di-tert-pentylphosphinomethyl)benzene C(C)(C)(CC)P(C(C)(C)CC)CC1=C(C=CC=C1)CP(C(C)(C)CC)C(C)(C)CC